4-amino-N-(4-(morpholinomethyl)phenyl)-1H-pyrazole-3-carboxamide NC=1C(=NNC1)C(=O)NC1=CC=C(C=C1)CN1CCOCC1